3-((3-Methylenenonan-2-yl)oxy)propionitrile C=C(C(C)OCCC#N)CCCCCC